N-(1-(pyrimidin-2-yl)ethyl)-N-((5-(trifluoromethyl)pyridin-2-yl)methyl)-1,4-dihydro-2H-pyrano[3,4-c]Quinoline-9-carboxamide N1=C(N=CC=C1)C(C)N(C(=O)C1=CC=2C3=C(C=NC2C=C1)COCC3)CC3=NC=C(C=C3)C(F)(F)F